CN1N=C2CC[C@H](CC2=C1C(=O)O)C(F)(F)F (R)-2-methyl-5-(trifluoromethyl)-4,5,6,7-tetrahydroindazole-3-carboxylic acid